ClC1=C(C(=CC=C1)Cl)N1C=2N(C3=C(C1=O)C=NC(=N3)NC3=CC=C(C=C3)N3CCC(CC3)N(C)C)CCN2 6-(2,6-Dichlorophenyl)-2-((4-(4-(dimethylamino)piperidin-1-yl)phenyl)amino)-8,9-dihydroimidazo[1,2-a]pyrimido[5,4-e]pyrimidin-5(6H)-one